C1(CC1)N(CCC1=CNC2=CC(=CC=C12)OC(C(C)C)=O)C isobutyric acid 3-(2-(cyclopropyl (methyl) amino) ethyl)-1H-indol-6-yl ester